CN(NCC1=CC2=C(N=C(S2)C(F)(F)F)C=C1)C(=O)C1CC1 N-methyl-N'-((2-(trifluoromethyl)benzo[d]thiazol-6-yl)methyl)cyclopropanecarbohydrazide